CN(S(=O)(=O)Cl)C N,N-dimethyl-aminosulfonyl chloride